methyl (2S)-2-methyl-3-(6-methyl-[1,2,4]triazolo[4,3-a]pyridin-7-yl)propanoate C[C@H](C(=O)OC)CC1=CC=2N(C=C1C)C=NN2